N1=C(C=CC=C1)C(C)NC(=O)[C@@H]1CN(CC[C@H]1NC(=O)C1=NOC(=C1)C1=C(C=C(C=C1)F)F)C(C)C |o1:11,16| (3R*,4R*)-4-{[5-(2,4-Difluoro-phenyl)-isoxazole-3-carbonyl]-amino}1-isopropyl-piperidine-3-carboxylic acid (1-pyridin-2-yl-ethyl)-amide